(2R)-2-(6-bromo-1-{[2-(trimethylsilyl)ethoxy]methyl}pyrrolo[3,2-b]pyridin-2-yl)-1-methylpyrrolidine BrC=1C=C2C(=NC1)C=C(N2COCC[Si](C)(C)C)[C@@H]2N(CCC2)C